FC(CN(C(C1=C(C=CC(=C1)F)C1=C2C=NN(C2=CC(=C1)[C@H]1CN(CC1)C[C@H]1OC[C@@H](CC1)NS(=O)(=O)CC)C)=O)C(C)C)F N-(2,2-difluoroethyl)-2-{6-[(3S)-1-{[(2S,5R)-5-ethylsulfonylaminooxan-2-yl]methyl}pyrrolidin-3-yl]-1-methyl-1H-indazol-4-yl}-5-fluoro-N-(isopropyl)benzamide